(E)-1-(3-(4-((4-([1,2,4]triazolo[1,5-c]pyrimidin-7-yloxy)-3-methylphenyl)amino)pyrrolo[2,1-f][1,2,4]triazin-5-yl)azetidin-1-yl)-4-(dimethylamino)but-2-en-1-one N=1C=NN2C=NC(=CC21)OC2=C(C=C(C=C2)NC2=NC=NN1C2=C(C=C1)C1CN(C1)C(\C=C\CN(C)C)=O)C